BrC1=C(C(=O)OC)C=CC(=C1)OCC methyl 2-bromo-4-ethoxybenzoate